7-(aminomethyl)-N,N-bis[(2,4-dimethoxyphenyl)methyl]-4-methyl-1,5-naphthyridin-2-amine NCC1=CN=C2C(=CC(=NC2=C1)N(CC1=C(C=C(C=C1)OC)OC)CC1=C(C=C(C=C1)OC)OC)C